[I-].S1C2=C(C=C1)C(=CC=C2)N2CC[N+](CC2)(COC(C(CCC)CCC)=O)CCCCOC2=CC=C1C=CC(NC1=C2)=O 4-(benzo[b]thiophen-4-yl)-1-(4-(2-oxo-1,2-dihydroquinolin-7-yloxy)butyl)-1-((2-propylpentanoyloxy)methyl)piperazin-1-ium iodide